7-hydroxy-N-((R)-1,2,3,4-tetrahydronaphthalen-1-yl)-1,2,3,4-tetrahydroisoquinoline-3-carboxamide hydrochloride Cl.OC1=CC=C2CC(NCC2=C1)C(=O)N[C@@H]1CCCC2=CC=CC=C12